tributyl-(3-methyl-1-tetrahydropyran-2-yl-pyrazolo[3,4-C]pyridin-4-yl)stannane C(CCC)[Sn](C1=C2C(=CN=C1)N(N=C2C)C2OCCCC2)(CCCC)CCCC